COC[C@H]1N(CCC1)C=1SC=C(N1)C(=O)O 2-[(2S)-2-(methoxymethyl)pyrrolidin-1-yl]thiazole-4-carboxylic acid